NC=1C=NN(C1C#N)CC(F)F 4-amino-1-(2,2-difluoroethyl)-1H-pyrazole-5-carbonitrile